C(C)(C)(C)OC(=O)N(C(OC(C)(C)C)=O)C1C2=CC=CC=C2CC12CCN(CC2)C2=CN=C1C(=N2)N(N=C1O)CC1=CC=C(C=C1)OC tert-butyl N-[(tert-butoxy)carbonyl]-N-(1'-{3-hydroxy-1-[(4-methoxyphenyl)methyl]-1H-pyrazolo[3,4-b]pyrazin-6-yl}-1,3-dihydrospiro[indene-2,4'-piperidin]-3-yl)carbamate